ETHYL-4,8-DECADIENOATE C(C)OC(CCC=CCCC=CC)=O